ClC=1SC(=CN1)C1=CC=CC=C1 2-chloro-5-phenylthiazole